1,2-dimethyl-5-oxopyrazole-3-carboxylic acid methyl ester COC(=O)C=1N(N(C(C1)=O)C)C